(R)-3-methoxy-4-(1-methyl-1H-pyrazol-4-yl)-N-(pyrrolidin-3-yl)benzamide TFA salt OC(=O)C(F)(F)F.COC=1C=C(C(=O)N[C@H]2CNCC2)C=CC1C=1C=NN(C1)C